CN1N=NC(=C1)C(=O)NC1=CNC2=CC=C(C=C12)OC1CC(C1)C1=CC=C(C=C1)C(F)(F)F 1-methyl-N-(5-((1S,3S)-3-(4-(trifluoromethyl)phenyl)cyclobutoxy)-1H-indol-3-yl)-1H-1,2,3-triazole-4-carboxamide